(3,6-dichloro-1,2,4-triazin-5-yl)-2,7-diazaspiro[3.5]nonane-7-carboxylic acid tert-butyl ester C(C)(C)(C)OC(=O)N1CCC2(CNC2C=2N=C(N=NC2Cl)Cl)CC1